1-(3-bromo-pyridin-2-yl)-3-ethoxyformyl-thiourea BrC=1C(=NC=CC1)NC(=S)NC(=O)OCC